tert-butyl 4-(2-{2'-chloro-5'-methoxy-6-methyl-[4,4'-bipyridine]-3-amido}-[1,3]thiazolo[5,4-d]pyrimidin-5-yl)piperazine-1-carboxylate ClC1=NC=C(C(=C1)C1=C(C=NC(=C1)C)C(=O)NC=1SC=2N=C(N=CC2N1)N1CCN(CC1)C(=O)OC(C)(C)C)OC